2-(3-trifluoromethylphenoxy)-6,7-dihydropyrrolo[1,2-a]thiazolo[5,4-d]pyrimidin-9(5H)-one FC(C=1C=C(OC=2SC=3N=C4N(C(C3N2)=O)CCC4)C=CC1)(F)F